(E)-methyl 2-methylbut-2-enoate C/C(/C(=O)OC)=C\C